tert-butyl (tert-butoxycarbonyl)(3-(3-(4-cyanophenyl)isoxazol-5-yl)-5-(1,1-dioxo-2,3-dihydrobenzothiophen-5-yl) pyrazin-2-yl)carbamate C(C)(C)(C)OC(=O)N(C(OC(C)(C)C)=O)C1=NC=C(N=C1C1=CC(=NO1)C1=CC=C(C=C1)C#N)C=1C=CC2=C(CCS2(=O)=O)C1